ethyl 6-((3-bromo-7-hydroxy-5-((methoxycarbonyl)amino)-1H-pyrazolo[4,3-d]pyrimidin-1-yl) methyl)-5-methoxynicotinate BrC1=NN(C2=C1N=C(N=C2O)NC(=O)OC)CC2=NC=C(C(=O)OCC)C=C2OC